5-bromo-2-hydroxypyridine BrC=1C=CC(=NC1)O